IC1=NC=C(C=C1)C 2-iodo-5-Methylpyridine